(morpholinomethyl)-4H-1,2,4-triazole O1CCN(CC1)CC1=NN=CN1